4-Decyl-N-[4-[(E)-3-[4-[2-hydroxyethyl(methyl)amino]phenyl]prop-2-enoyl]phenyl]benzamide C(CCCCCCCCC)C1=CC=C(C(=O)NC2=CC=C(C=C2)C(\C=C\C2=CC=C(C=C2)N(C)CCO)=O)C=C1